[Br-].[Br-].[C-]1(C=CC=C1)C[N+](CC(C)[N+](C)(C)C)(C)C.[CH-]1C=CC=C1.[Fe+2] N1-ferrocenylmethyl-N1,N1,N2,N2,N2-pentamethylpropane-1,2-diaminium dibromide